methyl 2-[(3S)-3-fluoropyrrolidin-1-yl]-5,7-dihydrofuro[3,4-b]pyridine-3-carboxylate F[C@@H]1CN(CC1)C1=C(C=C2C(=N1)COC2)C(=O)OC